FC(C(=O)O)(F)F.C1NCC12OCC(C2)N 5-oxa-2-azaspiro[3.4]octan-7-amine 2,2,2-trifluoroacetic acid salt